6-(((7-(2-Aminopyrimidin-4-yl)-2,3-dihydrofuro[3,2-c]pyridin-4-yl)amino)methyl)-N-methylpicolinamid NC1=NC=CC(=N1)C=1C2=C(C(=NC1)NCC1=CC=CC(=N1)C(=O)NC)CCO2